4-((5-(dimethylamino)thiophen-2-yl)methylene)-2-(2-methoxyphenyl)oxazol-5(4H)-one CN(C1=CC=C(S1)C=C1N=C(OC1=O)C1=C(C=CC=C1)OC)C